C(C)(=O)OC(C(CCCCCCCC)CCCCCCCC)C1CC(C1)NC(=O)OC(C)(C)C {(1r,3r)-3-[(tert-butoxycarbonyl)amino]cyclobutyl}2-octyldecyl acetate